C(CC)OCCO ethylene Glycol Propyl Ether